3-(hydroxymethyl)-1-methyl-pyridin-2-one OCC=1C(N(C=CC1)C)=O